(methylamino)-N-isopropyl-2-(methylthio)pyrimidine-4-amine CNC=1C(=NC(=NC1)SC)NC(C)C